4-(3-(2-chloroacetamido)-6-(N-(1-methylcyclopropyl)sulfamoyl)imidazo[1,2-a]pyridin-8-yl)-N,N-dimethylpiperazine-1-carboxamide ClCC(=O)NC1=CN=C2N1C=C(C=C2N2CCN(CC2)C(=O)N(C)C)S(NC2(CC2)C)(=O)=O